C1N(CC2=CC=CC=C12)C1=NC=2N(C(=C1)C=1C=NNC1)N=C(C2C2CCOCC2)C(=O)NC2=CC=C(C=C2)OC 5-(isoindolin-2-yl)-N-(4-methoxyphenyl)-7-(1H-pyrazol-4-yl)-3-(tetrahydro-2H-pyran-4-yl)pyrazolo[1,5-a]pyrimidine-2-carboxamide